3-ethyl-3-(4-fluorophenoxy)methyloxetane C(C)C1(COC1)COC1=CC=C(C=C1)F